2-[2-[(3-cyano-2-pyridyl)sulfanyl]-3-phenoxy-propyl]propanedinitrile C(#N)C=1C(=NC=CC1)SC(CC(C#N)C#N)COC1=CC=CC=C1